[C@H]12CN(C[C@H](CC1)N2)C2=NC(=NC1=C(C(=C(C=C21)F)C2=CNC1=CC=CC(=C21)C2CC2)F)OCC21CCCN1CCC2 4-((1R,5S)-3,8-diazabicyclo[3.2.1]octan-3-yl)-7-(4-cyclopropyl-1H-indol-3-yl)-6,8-difluoro-2-((tetrahydro-1H-pyrrolizin-7a(5H)-yl)methoxy)quinazoline